12-amino-dodecanamide NCCCCCCCCCCCC(=O)N